COC1=NC=C(C=C1C(=O)N)NC(C(=O)N1[C@@H](CC[C@H](C1)C)C=1C=NC(=CC1)NC)=O |o1:16,19| Rel-2-methoxy-5-[[2-[(2S,5R)-5-methyl-2-[6-(methylamino)-3-pyridyl]-1-piperidyl]-2-oxo-acetyl]amino]pyridine-3-carboxamide